1,1,3,3-tetramethyl-2-N-butylguanidine CN(C(=NCCCC)N(C)C)C